3-(4-bromo-3-methyl-2-nitrophenylamino)propan-1-ol BrC1=C(C(=C(C=C1)NCCCO)[N+](=O)[O-])C